6-fluoro-N-methyl-5-(4-((2-methyl-8-(1-methyl-1H-pyrazol-4-yl)-3-oxo-3,4-dihydroquinoxalin-6-yl)methyl)piperazin-1-yl)pyridine FC1=C(C=CCN1C)N1CCN(CC1)CC=1C=C2NC(C(=NC2=C(C1)C=1C=NN(C1)C)C)=O